pentaerythritol [beta-(3,5-di-t-butyl-4-hydroxyphenyl) propionate] C(C)(C)(C)C=1C=C(C=C(C1O)C(C)(C)C)CCC(=O)OCC(CO)(CO)CO